FC1=C(C=CC=C1)S(=O)CC(=O)C1=CC=C(C=C1)C1=NOC(=N1)C(F)(F)F 2-((2-fluorophenyl)sulfinyl)-1-(4-(5-(trifluoromethyl)-1,2,4-oxadiazol-3-yl)phenyl)ethan-1-one